(2S)-5-[(tert-butoxycarbonyl)amino]-2-(N-{6-[(tert-butoxycarbonyl)amino]hexyl}-2-nitrobenzenesulfonamido)pentanoic acid C(C)(C)(C)OC(=O)NCCC[C@@H](C(=O)O)N(S(=O)(=O)C1=C(C=CC=C1)[N+](=O)[O-])CCCCCCNC(=O)OC(C)(C)C